3-(methyl)allyl-oxymethyl-3-ethyloxetane CC=CCOCC1OCC1CC